CC(C)(C1=CC=CC=C1)C1=C(C=CC=C1)O 2-(1-methyl-1-phenylethyl)phenol